2-{5-methyl-2,5-diazabicyclo[2.2.1]heptan-2-yl}acetamide CN1C2CN(C(C1)C2)CC(=O)N